(S)-N-(3-chloro-4-fluorophenyl)-7-fluoro-1-(3-(pyridin-2-ylmethyl)ureido)-2,3-dihydro-1H-indene-4-carboxamide ClC=1C=C(C=CC1F)NC(=O)C=1C=2CC[C@@H](C2C(=CC1)F)NC(=O)NCC1=NC=CC=C1